[N].N[C@@H](CCSC)C(=O)O L-Methionine Nitrogen